4-vinylcyclohexyliodomethane phosphine salt P.C(=C)C1CCC(CC1)CI